C(C)(C)(C)OC(=O)N1[C@H]2[C@H]([C@H](C[C@@H]1CC2)N(C)C=2N=NC(=CC2)Cl)F (1R,2S,3S,5S)-3-((6-chloropyridazin-3-yl)(methyl)amino)-2-fluoro-8-azabicyclo[3.2.1]Octane-8-carboxylic acid tert-butyl ester